C(C)(=O)N[C@@H]1[C@H]([C@@H](C=C(C1)C(=O)O)OC(CC)CC)N (3R,4R,5S)-5-acetamido-4-amino-3-(1-ethylpropoxy)-1-cyclohexene-1-carboxylic acid